(3R)-6,7-difluoro-3,11-dimethyl-10-oxa-2,13,17,18,21-pentaazapentacyclo[13.5.2.18,11.04,9.018,22]tricosa-1(21),4,6,8,15(22),16,19-heptaen-14-one FC=1C=C2[C@H](NC=3C=CN4N=CC(C(NCC5(OC2=C(C1F)C5)C)=O)=C4N3)C